4-nitrophenyl spiro[2.4]hept-4,6-dien-1-ylmethyl carbonate C(OC1=CC=C(C=C1)[N+](=O)[O-])(OCC1CC12C=CC=C2)=O